5-(3-chloro-2-methyl-phenyl)-N-(4-cyano-2-fluoro-phenyl)-1H-pyrrole-3-sulfonamide ClC=1C(=C(C=CC1)C1=CC(=CN1)S(=O)(=O)NC1=C(C=C(C=C1)C#N)F)C